(3r,4r)-1-(1H-benzo[d]imidazol-5-yl)-3-cyclopropyl-4-(2,6-difluoro-4-(4-(trifluoromethyl)-2H-1,2,3-triazol-2-yl)phenyl)azetidin-2-one N1C=NC2=C1C=CC(=C2)N2C([C@@H]([C@@H]2C2=C(C=C(C=C2F)N2N=CC(=N2)C(F)(F)F)F)C2CC2)=O